gamma-aminopropyl-tris(methoxyethoxyethoxy)silane NCCC[Si](OCCOCCOC)(OCCOCCOC)OCCOCCOC